FC=1C=C(C=2N(C1)C(=CN2)C2=NN(C1=C2C=NC(=C1)C(=O)N1CCOCCC1)COCC[Si](C)(C)C)F [3-(6,8-difluoroimidazo[1,2-a]pyridin-3-yl)-1-(2-trimethylsilylethoxymethyl)pyrazolo[4,3-c]pyridin-6-yl]-(1,4-oxazepan-4-yl)methanone